FC(C(C)(C=CC(C)(C(F)(F)F)C(F)(F)F)C(F)(F)F)(F)F 2,2,5,5-tetrakis(trifluoromethyl)hex-3-ene